C(C)(C)(C)OC(=O)N1CCC(CC1)N1N=C(C=C1)OCC1=C(C=C(C=C1)Cl)F.COCOC=1C=C(N)C=CC1N1CCN(CC1)C 3-(methoxymethoxy)-4-(4-methylpiperazin-1-yl)aniline tert-butyl-4-[3-[(4-chloro-2-fluoro-phenyl)methoxy]pyrazol-1-yl]piperidine-1-carboxylate